5-(benzylthio)-2,3-dimethylpyridine C(C1=CC=CC=C1)SC=1C=C(C(=NC1)C)C